CC(CN1N=CC=C1)C 2-(2-methylpropyl)pyrazole